BrC=1C=C(C=CC1)C1NCCC1 2-(3-bromophenyl)-pyrrolidine